N-[(1S)-5-[2-(2-aminopyridin-3-yl)-7-cyano-5-(pyrazol-1-yl)imidazo[4,5-b]pyridin-3-yl]-2,3-dihydro-1H-inden-1-yl]-3-formyl-4-hydroxybenzamide NC1=NC=CC=C1C1=NC=2C(=NC(=CC2C#N)N2N=CC=C2)N1C=1C=C2CC[C@@H](C2=CC1)NC(C1=CC(=C(C=C1)O)C=O)=O